NC=1C=C(C=CC1C(=O)O)C(C(F)(F)F)(C(F)(F)F)C1=CC(=C(C=C1)C(=O)O)N 2,2-bis[3-amino-4-carboxyphenyl]hexafluoropropane